C(C)(C)(C)OC(=O)N1CCO[C@]2(CCN(C2)C(=O)N2[C@H](C3=CC=CC=C3CC2)C2=CC=C(C=C2)F)C1 |&1:11| (S and R)-2-((S)-1-(4-fluorophenyl)-1,2,3,4-tetrahydroisoquinoline-2-carbonyl)-6-oxa-2,9-diazaspiro[4.5]decane-9-carboxylic acid tert-butyl ester